COC=1C=CC(=C(C1)C=1C(=CC(=CC1)C(N[C@H](CCC)C1=CC=CC=C1)=O)C(=O)O)C1=NC2=C(N1)C=CC(=C2)OC 5'-methoxy-2'-(5-methoxy-1H-1,3-benzodiazol-2-yl)-4-{[(1R)-1-phenylbutyl]carbamoyl}-[1,1'-biphenyl]-2-carboxylic acid